BrC=1C=C(N)C=C(C1SC=1C=NC(=C(C1)C(C)C)OC)Br 3,5-dibromo-4-((5-isopropyl-6-methoxypyridin-3-yl)thio)aniline